methyl 3-(bromomethyl)-2-fluoro-5-nitrobenzoate BrCC=1C(=C(C(=O)OC)C=C(C1)[N+](=O)[O-])F